FC(CNCCOCCNC(C1=C(C=C(C=C1)NC=1C=2N(C=CN1)C(=CN2)C2=CC=C(C=C2)OC)C)=O)F N-(2-(2-((2,2-difluoroethyl)amino)ethoxy)ethyl)-4-((3-(4-methoxyphenyl)imidazo[1,2-a]pyrazin-8-yl)amino)-2-methylbenzamide